ClC1=CC=C(C=C1)C1(N(C(C2=CC(=CC(=C12)F)C(CO)(C)O)=O)CC1=CC=C(C=C1)C#C[Si](C(C)C)(C(C)C)C(C)C)OCC1(CC1)CO 3-(4-chloro-phenyl)-6-(1,2-dihydroxy-1-methyl-ethyl)-4-fluoro-3-(1-hydroxymethyl-cyclopropylmethoxy)-2-{4-[(triisopropylsilyl)-ethynyl]-benzyl}-2,3-dihydro-isoindol-1-one